O[C@H]1CCCCCCCCCCC(OCC[C@H]1O)=O |r| (13SR,14RS)-13,14-dihydroxyoxacyclohexadecan-2-one